The molecule is an acyl-CoA(4-) obtained by deprotonation of the phosphate and diphosphate OH groups of (9Z,12Z)-hexadecadienoyl-CoA; major species at pH 7.3. It is a conjugate base of a (9Z,12Z)-hexadecadienoyl-CoA. CCC/C=C\\C/C=C\\CCCCCCCC(=O)SCCNC(=O)CCNC(=O)[C@@H](C(C)(C)COP(=O)([O-])OP(=O)([O-])OC[C@@H]1[C@H]([C@H]([C@@H](O1)N2C=NC3=C(N=CN=C32)N)O)OP(=O)([O-])[O-])O